2-(2,6-dioxo-3-piperidyl)-4-(2-prop-2-ynoxyethoxy)isoindoline-1,3-dione O=C1NC(CCC1N1C(C2=CC=CC(=C2C1=O)OCCOCC#C)=O)=O